tert-butyl 4-{4-[(4-{1-[(tert-butoxy)carbonyl]-1,2,3,6-tetrahydro pyridin-4-yl}-2-methoxyphenyl)carbamoyl]-2-fluorophenyl}-1,2,3,6-tetrahydropyridine-1-carboxylate C(C)(C)(C)OC(=O)N1CCC(=CC1)C1=CC(=C(C=C1)NC(=O)C1=CC(=C(C=C1)C=1CCN(CC1)C(=O)OC(C)(C)C)F)OC